ClC=1C(=C(C=CC1)B1OC(C(O1)(C)C)(C)C)C1CC1 2-(3-chloro-2-cyclopropylphenyl)-4,4,5,5-tetramethyl-1,3,2-dioxaborolane